[OH-].C(C)(=O)[O-].[Co+2].[Ni+2] Nickel cobalt acetate hydroxide